N=1N(N=CC1)C1=CC=C(C=N1)N1C(N(C2=C1C=CC=C2)CC2CCC(CC2)NC(C2=C(N=CC(=C2)Cl)C(F)F)=O)=O N-((1r,4r)-4-((3-(6-(2H-1,2,3-triazol-2-yl)pyridin-3-yl)-2-oxo-2,3-dihydro-1H-benzo[d]imidazol-1-yl)methyl)cyclohexyl)-5-chloro-2-(difluoromethyl)nicotinamide